F[B-](F)(F)F.O1C(=NC2=C1C=CC=C2)C2=CC=[N+](C=C2)C 4-(benzo[d]oxazol-2-yl)-1-methylpyridin-1-ium tetrafluoroborate